COC(C1=CC(=C(C=C1)C1=C(N(C=2C=C3C=NN(C3=CC21)C(C(C)(C)C)=O)C2=C(C=C(C=C2)F)OCCO[Si](C)(C)C(C)(C)C)C(C)C)O)=O 4-[5-[2-[2-[tert-butyl-(dimethyl)silyl]oxyethoxy]-4-fluoro-phenyl]-1-(2,2-dimethylpropionyl)-6-isopropyl-pyrrolo[2,3-f]indazol-7-yl]-3-hydroxy-benzoic acid methyl ester